C(C)C(COC=1C=C(C=C(C1)CCCCCCCCCCCCCCC)C#CCCCCN1CCN(CC1)CCO)CCCC 2-(4-(6-(3-((2-ethylhexyl)oxy)-5-pentadecylphenyl)hex-5-yn-1-yl)piperazin-1-yl)ethanol